phenylthiophene boron [B].C1(=CC=CC=C1)C=1SC=CC1